NC=1C(=C(C=C2C=C(N=CC12)NC(=O)N[C@H]1[C@H](COCC1)F)C1=C(C2=C(OCCN2)N=C1)C)F 1-(8-Amino-7-fluoro-6-(8-methyl-2,3-dihydro-1H-pyrido[2,3-b][1,4]oxazin-7-yl)isoquinolin-3-yl)-3-((3R,4R)-3-fluorotetrahydro-2H-pyran-4-yl)urea